N[C@H]([C@@H](CN(S(=O)(=O)C1=CC=C(C=C1)C(F)(F)F)CC(C)C)O)CC1=CC=CC=C1 N-((2R,3S)-3-amino-2-hydroxy-4-phenylbutyl)-N-isobutyl-4-trifluoromethylbenzenesulphonamide